[1-(tert-Butoxycarbonyl)-1,2,3,6-tetrahydropyridin-4-yl]boronic acid C(C)(C)(C)OC(=O)N1CCC(=CC1)B(O)O